(R)-10-methyl-3-(6-((trimethylsilyl)ethynyl)pyridin-2-yl)-9,10,11,12-tetrahydro-8H-[1,4]diazepino[5',6':4,5]thieno[3,2-f]quinolin-8-one C[C@H]1NC(C2=C(C=3C=4C=CC(=NC4C=CC3S2)C2=NC(=CC=C2)C#C[Si](C)(C)C)NC1)=O